[2,3'-bipyridine]-6'-carbaldehyde N1=C(C=CC=C1)C=1C=NC(=CC1)C=O